racemic-beta-hydroxybutyric acid O[C@@H](CC(=O)O)C |r|